6-(4-Chlorophenyl)-2-(3,5-dimethyl-1,2-oxazol-4-yl)-N-[(2S)-1-hydroxypropan-2-yl]pyrimidin ClC1=CC=C(C=C1)C1=CC=NC(N1[C@H](CO)C)C=1C(=NOC1C)C